copper-nickel chromium [Cr].[Ni].[Cu]